ClC=1C=NN2C1N=C(N=C2NC=2C=NN(C2)C2CCNCC2)C2=C(C=CC=C2F)F 8-chloro-2-(2,6-difluorophenyl)-N-(1-(piperidin-4-yl)-1H-pyrazol-4-yl)pyrazolo[1,5-a][1,3,5]triazin-4-amine